C(C1=CC=CC=C1)N(C1(CC1)C12CC(C1)(C2)F)CC2=CC=CC=C2 N,N-dibenzyl-1-{3-fluorobicyclo[1.1.1]pentan-1-yl}cyclopropan-1-amine